NC12CC(C1)(C2)NC(OC(C)(C)C)=O tert-butyl N-{3-aminobicyclo[1.1.1]pentan-1-yl}carbamate